tert-butyl N-(5-[2-[4-(trifluoromethyl)phenoxy]ethyl]-1H-indol-3-yl)carbamate tert-Butyl-N-[5-(2-hydroxyethyl)-1H-indol-3-yl]carbamate C(C)(C)(C)OC(NC1=CNC2=CC=C(C=C12)CCO)=O.FC(C1=CC=C(OCCC=2C=C3C(=CNC3=CC2)NC(OC(C)(C)C)=O)C=C1)(F)F